lauroyl phosphate stearoyl-potassium salt C(CCCCCCCCCCCCCCCCC)(=O)[K].P(=O)(OC(CCCCCCCCCCC)=O)(O)O